2'-bromo-6'-methyl-1'-(1-methyl-1H-indazol-5-yl)-3'-(phenylsulfonyl)-3',6'-dihydro-7'H-spiro[cyclopentane-1,8'-dipyrrolo[2,3-b:3',2'-d]pyridin] BrC1=C(C=2C(=NC=C3C2C2(CN3C)CCCC2)N1S(=O)(=O)C1=CC=CC=C1)C=1C=C2C=NN(C2=CC1)C